BrCC1=CC=C(C2=C1OCO2)CCCCCCCC=CCC2C=CC(C(C2)C(=O)NO)C 5-(10-(7-bromomethylbenzo[d][1,3]dioxolan-4-yl)decane-2-en-1-yl)-N-hydroxy-2-methylcyclohexane-3-ene-1-carboxamide